6-amino-5-(5-hydroxy-2-methyl-phenyl)-3-[2-(3-pyridyl)ethynyl]pyrrolo[2,3-b]pyrazine-7-carbonitrile NC1=C(C=2C(=NC(=CN2)C#CC=2C=NC=CC2)N1C1=C(C=CC(=C1)O)C)C#N